5-(4-methoxy-phenyl)-imidazolidine-2,4-dione COC1=CC=C(C=C1)C1C(NC(N1)=O)=O